N1(C=NC=C1)C1=NC(=CC(=N1)C(=O)NC1=CN=NC=C1)C(F)(F)F 2-(1H-imidazol-1-yl)-N-(pyridazin-4-yl)-6-(trifluoromethyl)pyrimidine-4-carboxamide